COC(=O)C1=C(CCC1)C1=C(C(=C(C(=O)OC)C=C1)C)[N+](=O)[O-] methyl 4-(2-(methoxycarbonyl) cyclopent-1-en-1-yl)-2-methyl-3-nitrobenzoate